1,2-ethandial C(C=O)=O